4,4'-thiobis{6-tert-butyl-o-cresol} S(C=1C=C(C(=C(C1)C(C)(C)C)O)C)C=1C=C(C(=C(C1)C(C)(C)C)O)C